(S)-2-amino-3-(4-(5-(4-cyanophenyl)-1,2,4-oxadiazol-3-yl)phenyl)propanoic acid N[C@H](C(=O)O)CC1=CC=C(C=C1)C1=NOC(=N1)C1=CC=C(C=C1)C#N